FC1=C(C=CC(=C1)F)NC(=O)N1CCNCC1 N-(2,4-difluorophenyl)piperazine-1-carboxamide